C(C)(C)(C)N(C(=O)OC=1C=2C(=NC(=NC2C=CC1)C(F)(F)F)C=1C=NC(=NC1)C(F)(F)F)[C@H]1CO[C@@H](CC1)C(=O)N1CC(C1)OC1=CC=C(C=C1)Cl 2-(trifluoromethyl)-4-[2-(trifluoromethyl)pyrimidin-5-yl]quinazolin-5-ol tert-butyl-((3R,6S)-6-(3-(4-chlorophenoxy)azetidine-1-carbonyl)tetrahydro-2H-pyran-3-yl)carbamate